tris(dimethylaminopropyl)hexa-hydrotriazine CN(C)CCCN1N(N(CCC1)CCCN(C)C)CCCN(C)C